prop-2-yn-1-yl-2-(trifluoromethyl)thieno[2,3-d]pyrimidine-6-carboxamide C(C#C)C=1C2=C(N=C(N1)C(F)(F)F)SC(=C2)C(=O)N